ethylene bis(1,3-dioxo-1,3-dihydroisobenzofuran-5-carboxylate) O=C1OC(C2=CC(=CC=C12)C(=O)OCCOC(=O)C=1C=C2C(OC(C2=CC1)=O)=O)=O